[(2R,3S,7R)-3-cyclobutyl-7-[5-methyl-6-[1-(trifluoromethyl)cyclopropyl]pyrrolo[2,3-b]pyrazin-3-yl]azepan-2-yl]methanol C1(CCC1)[C@H]1[C@@H](N[C@H](CCC1)C1=CN=C2C(=N1)N(C(=C2)C2(CC2)C(F)(F)F)C)CO